CCC(CC)OC1C=C(CCC1)C(=O)O 3-(pentane-3-oxy)cyclohex-1-ene-1-carboxylic acid